spiro[5,6-dihydropyrrolo[1,2-b][1,2,4]triazole-7,4'-tetrahydropyran]-2-carboxylic acid ethyl ester C(C)OC(=O)C=1N=C2N(N1)CCC21CCOCC1